2-(4,4-difluoro-3-methylpiperidin-1-yl)-8-fluoroquinoline-3-carboxamide FC1(C(CN(CC1)C1=NC2=C(C=CC=C2C=C1C(=O)N)F)C)F